C(C)(=O)C1=CC2=C(N=C(O2)NC2=NC3=C(N2C)C=CC(=C3)C(=O)O)C=C1 2-((6-acetylbenzo[d]oxazol-2-yl)amino)-1-methyl-1H-benzo[d]-imidazole-5-carboxylic acid